4-chloro-7,7-dimethyl-8-(piperidin-4-yl)indolo[1,2-a]quinazolin-5(7H)-one ClC=1C=2C(N=C3N(C2C=CC1)C1=CC=CC(=C1C3(C)C)C3CCNCC3)=O